C(#C)[C@]1(CCC(C=2N(C1)N=C1C2CN(CC1)C(=O)OC(C)(C)C)(F)F)O |o1:2| (S*)-tert-Butyl 8-ethynyl-11,11-difluoro-8-hydroxy-3,4,8,9,10,11-hexahydro-1H-pyrido[4',3':3,4]pyrazolo[1,5-a]azepine-2(7H)-carboxylate